4-bromo-2-methoxyphenyl(1H-pyrrol-2-yl)methanone BrC1=CC(=C(C=C1)C(=O)C=1NC=CC1)OC